1-bromo-2,4-dichloro-benzene BrC1=C(C=C(C=C1)Cl)Cl